NC1C(N(CC1)CCNC(OC(C)(C)C)=O)=O tert-butyl (2-(3-amino-2-oxopyrrolidin-1-yl)ethyl)carbamate